ClC=1C=C(C=C2C=C(N=CC12)NC(=O)[C@H]1[C@@H](C1)C#N)N1C(N(C2=C1C=CC=C2)C)=O |r| (±)-trans-N-(8-chloro-6-(3-methyl-2-oxo-2,3-dihydro-1H-benzo[d]imidazol-1-yl)isoquinolin-3-yl)-2-cyanocyclopropanecarboxamide